((1-(5-(2-(ethyl(isopropyl)carbamoyl)-4-fluorophenoxy)pyrimidin-4-yl)-3-Fluoroazetidin-3-yl)methyl)carbamate C(C)N(C(=O)C1=C(OC=2C(=NC=NC2)N2CC(C2)(F)CNC([O-])=O)C=CC(=C1)F)C(C)C